C1(CC1)OCC1=CC=C(N)C=C1 4-(cyclopropoxymethyl)aniline